[N+](=O)([O-])C1=C2CCCC2=CC=2CCCC12 4-nitro-1,2,3,5,6,7-hexahydro-s-indacene